C(C)(C)(C)OC(=O)NC1=C(N=CC(=N1)C(=O)OC)OC methyl 6-((tert-butoxycarbonyl)amino)-5-methoxypyrazine-2-carboxylate